3,3-Dimethyl-N-[6-[(tetrahydro-pyran-4-ylmethyl)-amino]-2-((S)-2-trifluoromethylpyrrolidin-1-yl)-pyridin-3-yl]-butyramide CC(CC(=O)NC=1C(=NC(=CC1)NCC1CCOCC1)N1[C@@H](CCC1)C(F)(F)F)(C)C